tert-butyl 2-chloro-7-(propan-2-yl)-5,6,7,8-tetrahydro-1,6-naphthyridine-6-carboxylate ClC1=NC=2CC(N(CC2C=C1)C(=O)OC(C)(C)C)C(C)C